NC1=C2C(=NC=N1)N(N=C2C=2SC1=C(C2)C=C(C=C1OC)C)C1CN(CC1)C(C=C)=O 1-(3-(4-amino-3-(7-methoxy-5-methylbenzothiophen-2-yl)-1H-pyrazolo[3,4-d]pyrimidin-1-yl)pyrrolidin-1-yl)prop-2-en-1-one